FC1(CC2(C1)C=CN(CC2)C(=O)[O-])F 2,2-difluoro-7-azaspiro[3.5]non-5-ene-7-carboxylate